C(CCCCCCCCCCCCCCC)[Si](OCCOC)(OCCOC)OCCOC hexadecyl-tris-(2-methoxyethoxy)silane